[2-[2-benzyl-3-(4-chlorophenyl)-5-oxo-4H-pyrazolo[1,5-a]pyrimidin-7-yl]-5-nitro-phenyl] (2S)-2,6-bis(tert-butoxycarbonylamino)hexanoate C(C)(C)(C)OC(=O)N[C@H](C(=O)OC1=C(C=CC(=C1)[N+](=O)[O-])C1=CC(NC=2N1N=C(C2C2=CC=C(C=C2)Cl)CC2=CC=CC=C2)=O)CCCCNC(=O)OC(C)(C)C